O=C1N(CC2=CC(=CC=C12)O[C@@H]1[C@@H](CCCC1)N1CC(C1)C1=CC(=NC=C1)C(F)(F)F)C1C(NC(CC1)=O)=O 3-(1-oxo-5-(((1S,2R)-2-(3-(2-(trifluoromethyl)pyridin-4-yl)azetidin-1-yl)cyclohexyl)oxy)isoindolin-2-yl)piperidine-2,6-dione